stearoxydimethylsilane C(CCCCCCCCCCCCCCCCC)O[SiH](C)C